(biphenylyl)[(phenyl)(biphenylyl)triazinylphenyl]dibenzofuran Cyclopentyl-(1-(2,3-dichlorophenyl)ethyl)carbamate C1(CCCC1)N(C(O)=O)C(C)C1=C(C(=CC=C1)Cl)Cl.C1(=C(C=CC=C1)C1=C(C2=C(OC3=C2C=CC=C3)C=C1)C1=C(C(=C(C=C1)C1=CC=CC=C1)C1=C(C=CC=C1)C1=CC=CC=C1)C1=NN=NC=C1)C1=CC=CC=C1